1,2,4-triazolo[4,3-A]pyridine-3-amine N=1N=C(N2C1C=CC=C2)N